(S)-4-(3-fluorobenzyl)-N-(5-methyl-4-oxo-7-(3-(pyridin-3-yl)propoxy)-2,3,4,5-tetrahydrobenzo[b][1,4]oxazepin-3-yl)-1H-pyrazole-1-carboxamide FC=1C=C(CC=2C=NN(C2)C(=O)N[C@@H]2C(N(C3=C(OC2)C=CC(=C3)OCCCC=3C=NC=CC3)C)=O)C=CC1